1-((2R,3R,4S,5S)-3,5-difluoro-4-hydroxy-5-(hydroxymethyl)-3-methyltetrahydrofuran-2-yl)pyrimidine-2,4(1H,3H)-dione F[C@]1([C@@H](O[C@@]([C@H]1O)(CO)F)N1C(NC(C=C1)=O)=O)C